C1(CCCCCCCC(=O)OCCO1)=O Ethylene Azelate